2-(9-ethyl-6-((2S,5R)-4-(1-(4-fluoro-2-(trifluoromethyl)phenyl)ethyl)-2,5-dimethylpiperazin-1-yl)-3-methyl-2-oxo-3,9-dihydro-2H-purin-8-yl)acetonitrile C(C)N1C=2N(C(N=C(C2N=C1CC#N)N1[C@H](CN([C@@H](C1)C)C(C)C1=C(C=C(C=C1)F)C(F)(F)F)C)=O)C